C(=O)O.O1C(N=CC=C1)=O [1,3]oxazin-2-one formate salt